NC1=C(C=C2OC3=C(C2=O)C=CC(=C3)O)C=CC=C1 2-(2-aminobenzylidene)-6-hydroxybenzofuran-3(2H)-one